1-(4-(benzofuran-5-ylsulfonyl)piperazin-1-yl)-2-(4-chlorophenoxy)-2-methylpropan-1-one O1C=CC2=C1C=CC(=C2)S(=O)(=O)N2CCN(CC2)C(C(C)(C)OC2=CC=C(C=C2)Cl)=O